N-((2R,3S)-1-(1-(4-fluorophenyl)-1H-indazol-5-yl)-4,4-dimethyl-2-phenylpyrrolidin-3-yl)cyclopropanecarboxamide FC1=CC=C(C=C1)N1N=CC2=CC(=CC=C12)N1[C@@H]([C@H](C(C1)(C)C)NC(=O)C1CC1)C1=CC=CC=C1